(2-cyclopropoxy-4-fluorophenyl)(6-(3-(trifluoromethyl)-5-(2-(trifluoromethyl)phenyl)-1H-pyrazol-1-yl)-2-azaspiro[3.3]heptan-2-yl)methanone C1(CC1)OC1=C(C=CC(=C1)F)C(=O)N1CC2(C1)CC(C2)N2N=C(C=C2C2=C(C=CC=C2)C(F)(F)F)C(F)(F)F